[O-]CC.[O-]CC.CP methylphosphine diethoxide